C1(CC1)C(=O)NC1=CC(=C(N=N1)C(=O)NC)NC1=NN2C(C=CC(=C2)C2CN(C2)C(=O)N2CCOCC2)=N1 6-(cyclopropanecarboxamido)-N-methyl-4-((6-(1-(morpholine-4-carbonyl)azetidin-3-yl)-[1,2,4]triazolo[1,5-a]pyridin-2-yl)amino)pyridazine-3-carboxamide